3-(5-(5-ethyl-1-(oxetan-3-yl)-4-(pyrrolidin-1-ylmethyl)-1H-pyrrolo[2,3-b]pyridin-6-yl)-1-oxoisoindolin-2-yl)piperidine-2,6-dione C(C)C=1C(=C2C(=NC1C=1C=C3CN(C(C3=CC1)=O)C1C(NC(CC1)=O)=O)N(C=C2)C2COC2)CN2CCCC2